2-(4,4-difluoroazepan-1-yl)-6-methoxy-N-(5-sulfamoyl-3-pyridyl)pyridine-3-carboxamide FC1(CCN(CCC1)C1=NC(=CC=C1C(=O)NC=1C=NC=C(C1)S(N)(=O)=O)OC)F